3-(4-hydroxy-3-methoxyphenyl)propane-1,2-diol OC1=C(C=C(C=C1)CC(CO)O)OC